C(CCCCCCCCCCCCCCCCC)C(O)C(OC)CO octadecyl-2-O-methyl-rac-glycerol